C1(=C(C(=CC(=C1)C)C)C1=CC=C(N1)CN(CCN(C)CC=1NC(=CC1)C1=C(C=C(C=C1C)C)C)C)C N1,N2-bis((5-mesityl-1H-pyrrol-2-yl)methyl)-N1,N2-dimethylethane-1,2-diamine